nitrous acid (nitrite) N(=O)O.N(=O)O